Cl.FC1=CC=C(C(=C1[C@H]([C@H](N)C=1N=NNN1)C)C)C (1S,2R)-2-(6-fluoro-2,3-dimethylphenyl)-1-(2H-1,2,3,4-tetrazol-5-yl)propan-1-amine hydrochloride